(2R,3R,4S)-2-(2-chloro-6-(3-chlorobenzylamino)-9H-purin-9-yl)tetrahydrothiophene-3,4-diol ClC1=NC(=C2N=CN(C2=N1)[C@@H]1SC[C@H]([C@H]1O)O)NCC1=CC(=CC=C1)Cl